N-{2-[1-(4-fluorophenyl)cyclopropoxy]-4-(4,4,5,5-tetramethyl-1,3,2-dioxaborolan-2-yl)phenyl}ethane-1-sulfonamide FC1=CC=C(C=C1)C1(CC1)OC1=C(C=CC(=C1)B1OC(C(O1)(C)C)(C)C)NS(=O)(=O)CC